2-(2-fluoroethoxy)-4-methoxy-5-nitropyrimidine FCCOC1=NC=C(C(=N1)OC)[N+](=O)[O-]